7-hydroxy-6-fluoro-pyrido[2,3-d]Pyrimidine-2,4(1H,3H)-dione OC=1C(=CC2=C(NC(NC2=O)=O)N1)F